S-(7-((5-acetamido-4-phenylthiazol-2-yl)amino)-7-oxoheptyl) 3-phenylpropanethioate C1(=CC=CC=C1)CCC(SCCCCCCC(=O)NC=1SC(=C(N1)C1=CC=CC=C1)NC(C)=O)=O